2-(furan-2-ylmethylthiomethyl)furan Methyl-6-((2,6-bis(((tert-butyldimethylsilyl)oxy)methyl)pyridin-4-yl)amino)-6-oxohexanoate COC(CCCCC(=O)NC1=CC(=NC(=C1)CO[Si](C)(C)C(C)(C)C)CO[Si](C)(C)C(C)(C)C)=O.O1C(=CC=C1)CSCC=1OC=CC1